(1R,2R)-2-fluoro-N-(6-(4-((6-(1-hydroxypropyl)-4-methylpyridin-3-yl)amino)pyridin-3-yl)pyrimidin-4-yl)cyclopropane-1-carboxamide F[C@H]1[C@H](C1)C(=O)NC1=NC=NC(=C1)C=1C=NC=CC1NC=1C=NC(=CC1C)C(CC)O